C(C(C)C)NC(\C=C\CCCCCCC)=O 3E-Decenoic acid-N-isobutylamide